(isothiazol-3-ylmethyl)carbamate S1N=C(C=C1)CNC([O-])=O